Racemic-(R)-6-(1-(5-chloropyridin-2-yl)ethyl)quinoline-4-carboxylic acid tert-butyl ester C(C)(C)(C)OC(=O)C1=CC=NC2=CC=C(C=C12)[C@@H](C)C1=NC=C(C=C1)Cl |r|